(R)-3-(5-(4-((1-(4-((1R,2R)-2-cyclohexyl-6-hydroxy-1,2,3,4-tetrahydronaphthalen-1-yl)-2,6-difluorophenyl)piperidin-4-yl)methyl)piperazin-1-yl)-1-oxoisoindolin-2-yl)piperidine-2,6-dione C1(CCCCC1)[C@@H]1[C@@H](C2=CC=C(C=C2CC1)O)C1=CC(=C(C(=C1)F)N1CCC(CC1)CN1CCN(CC1)C=1C=C2CN(C(C2=CC1)=O)[C@H]1C(NC(CC1)=O)=O)F